(E)-1-(3-aminophenyl)-3-(3,4-dimethoxyphenyl)prop-2-en-1-one NC=1C=C(C=CC1)C(\C=C\C1=CC(=C(C=C1)OC)OC)=O